C(C=C)NS(=O)(=O)C=1N=C(N(C1C=C)COCC[Si](C)(C)C)C(C1=CC(=C(C=C1)F)Cl)C1=CC(=C(C=C1)F)Cl N-allyl-2-(bis(3-chloro-4-fluorophenyl)methyl)-1-((2-(trimethylsilyl)ethoxy)methyl)-5-vinyl-1H-imidazole-4-sulfonamide